P([O-])([O-])([O-])=[Se] Phosphoroselenoat